(2Z-3E)-5'-nitro-3-((2-(piperazin-1-yl)ethoxy)imino)-[2,3'-biindolinylidene]-2'-one dihydrochloride Cl.Cl.[N+](=O)([O-])C=1C=C2/C(/C(NC2=CC1)=O)=C\1/NC2=CC=CC=C2/C1=N\OCCN1CCNCC1